N1=CC=C(C=C1)C1=NNC(=C1)N1CCC(CC1)OCC(F)(F)F 1-(3-(pyridin-4-yl)-1H-pyrazol-5-yl)-4-(2,2,2-trifluoroethoxy)piperidin